tert-butyl (3-(3-aminophenyl)propyl)carbamate NC=1C=C(C=CC1)CCCNC(OC(C)(C)C)=O